4-((3-(1,1-difluoropropyl)phenyl)carbamoyl)-2-(4-methoxyphenyl)-5-methyloxazole FC(CC)(F)C=1C=C(C=CC1)NC(=O)C=1N=C(OC1C)C1=CC=C(C=C1)OC